C(CC)SC([C@@H]([C@@H]([C@@H](CO)O)O)O)SCCC (2R,3R,4R)-5,5-Bis(propylthio)pentane-1,2,3,4-tetraol